C(CCCC\C=C/CC)OC(CCC(=O)O)OCCCCC\C=C/CC 4,4-bis(((Z)-non-6-en-1-yl)oxy)butanoic acid